N-(2-methylbenzyl)maleimide CC1=C(CN2C(C=CC2=O)=O)C=CC=C1